(R)-5-(7-(2,4-dimethoxybenzyl)-8-methyl-5,6,7,8-tetrahydro-[1,2,4]triazolo[4,3-a]pyrazin-3-yl)-N,N-bis(methyl-d3)-1,2,4-thiadiazol-3-amine COC1=C(CN2[C@@H](C=3N(CC2)C(=NN3)C3=NC(=NS3)N(C([2H])([2H])[2H])C([2H])([2H])[2H])C)C=CC(=C1)OC